5,5-difluoro-5,6-dihydronaphthalene-2-carbonitrile FC1(C=2C=CC(=CC2C=CC1)C#N)F